C(C=C)OC1=C(C(=O)O)C=CC=C1 2-(allyloxy)benzoic acid